(4-{[2-(4-chlorophenyl)imidazo[1,2-a]pyridin-3-yl]methyl}piperazin-1-yl)(cyclohexyl)methanone ClC1=CC=C(C=C1)C=1N=C2N(C=CC=C2)C1CN1CCN(CC1)C(=O)C1CCCCC1